(R)-N-((5-(1,1-difluoroethyl)pyridin-2-yl)methyl)-1-(2-fluorophenyl)ethan-1-amine FC(C)(F)C=1C=CC(=NC1)CN[C@H](C)C1=C(C=CC=C1)F